2-((4-amino-6,7-dimethyl-2-(2,2,2-trifluoroethyl)-1H-imidazo[4,5-c]pyridin-1-yl)methyl)-2-methylpropane-1,3-diol Trifluoroacetate Salt FC(C(=O)O)(F)F.NC1=NC(=C(C2=C1N=C(N2CC(CO)(CO)C)CC(F)(F)F)C)C